NC1=CC(=C(C=C1OC1CC1)C1CC(N(CC1)C)=O)C 4-(4-amino-5-cyclopropoxy-2-methylphenyl)-1-methylpiperidin-2-one